3-[[(2R,6R)-2-[[bis(4-methoxyphenyl)-phenyl-methoxy]methyl]-4-cyclohexyl-6-(5-methyl-2,4-dioxo-pyrimidin-1-yl)morpholin-2-yl]methoxy-(diisopropylamino)-phosphanyl]-oxypropanenitrile COC1=CC=C(C=C1)C(OC[C@]1(CN(C[C@@H](O1)N1C(NC(C(=C1)C)=O)=O)C1CCCCC1)COP(OCCC#N)N(C(C)C)C(C)C)(C1=CC=CC=C1)C1=CC=C(C=C1)OC